Methyl (S)-3-chloro-5-fluoro-2-(1-(pyrazolo[1,5-a]pyrimidine-3-carboxamido)ethyl)benzofuran-7-carboxylate ClC1=C(OC2=C1C=C(C=C2C(=O)OC)F)[C@H](C)NC(=O)C=2C=NN1C2N=CC=C1